CN[C@@H]1CN(CCC1)C1=C2C(=NC=C1)NC=C2C#N 4-[(3S)-3-(methylamino)-1-piperidyl]-1H-pyrrolo[2,3-b]pyridine-3-carbonitrile